C(C)(=O)OCC=CC1=CC=CC=C1 acetoxymethyl-styrene